FC1(CN(CC1)C1=NC=CC(=C1NC(=O)N1CCC(CC1)C(C)(C)O)C1=C(C=CC=C1)F)F N-[2-(3,3-difluoropyrrolidin-1-yl)-4-(2-fluoro-phenyl)-3-pyridyl]-4-(1-hydroxy-1-methyl-ethyl)-piperidine-1-carboxamide